C1(=CC=CC2=CC=CC=C12)S(=O)(=O)[O-].[Na+].ON(C1=CC=CC=C1)[N+](=O)[O-] hydroxynitroaniline sodium naphthalenesulphonate